1-(4'-bromo-[1,1'-biphenyl]-4-yl)adamantane BrC1=CC=C(C=C1)C1=CC=C(C=C1)C12CC3CC(CC(C1)C3)C2